(5-bromofuran-2-yl)(pyrrolidin-1-yl)methanone BrC1=CC=C(O1)C(=O)N1CCCC1